N-[6-(5-Chloro-2-Fluorophenyl)Pyridazin-4-yl]-7-(2-{5-Methyl-Octahydropyrrolo[3,4-C]Pyrrol-2-yl}Ethoxy)Quinolin-4-Amin ClC=1C=CC(=C(C1)C1=CC(=CN=N1)NC1=CC=NC2=CC(=CC=C12)OCCN1CC2CN(CC2C1)C)F